CC1=NN2C(=NC(=CC2=N1)NC(C)=O)C=1C=NN(C1)C N-[2-methyl-5-(1-methylpyrazol-4-yl)-[1,2,4]triazolo[1,5-c]pyrimidin-7-yl]acetamide